(S)-2-chloro-5-(5,5-difluoro-4-hydroxy-3-((trifluoromethyl)sulfonyl)-4,5,6,7-tetrahydro-1H-indol-1-yl)benzonitrile ClC1=C(C#N)C=C(C=C1)N1C=C(C=2[C@@H](C(CCC12)(F)F)O)S(=O)(=O)C(F)(F)F